4-(4-aminobenzyl)-phthalazin-1(2H)-one hydrochloride Cl.NC1=CC=C(CC2=NNC(C3=CC=CC=C23)=O)C=C1